8'-Chloro-1'-(cis-4-methoxy-4-propylcyclohexyl)-4'H,6'H-spiro[1,3-dioxolan-2,5'-[1,2,4]triazolo[4,3-a][1]benzazepin] ClC=1C=CC2=C(CC3(CC=4N2C(=NN4)C4CCC(CC4)(CCC)OC)OCCO3)C1